chloroguanidine HCl Cl.ClNC(=N)N